C(CCCCC)C1CCCC2=C(N(C3=C(C=CC=C23)C(=O)O)CC2=C(C=CC=C2)C)C1 7-hexyl-5-[(2-methylphenyl)methyl]-5H,6H,7H,8H,10H-cyclohepta[b]indole-4-carboxylic acid